O=C1NC(CCC1N1C(C2=CC(=C(C=C2C1=O)F)N([C@H]1[C@@H](CCCC1)NC)C)=O)=O 2-(2,6-dioxopiperidin-3-yl)-5-fluoro-6-(methyl((1R,2R)-2-(methylamino)cyclohexyl)amino)isoindoline-1,3-dione